Methyl 5-methyl-4-(2-methyl-4-nitro-phenyl)-1H-pyrrole-2-carboxylate CC1=C(C=C(N1)C(=O)OC)C1=C(C=C(C=C1)[N+](=O)[O-])C